CC1(OB(OC1(C)C)C1=CC(=C(C=C1)[C@@H](CC)[C@H]1O[C@@H]([C@H]([C@@H]([C@@H]1OCC1=CC=CC=C1)OCC1=CC=CC=C1)OCC1=CC=CC=C1)COCC1=CC=CC=C1)C)C 4,4,5,5-Tetramethyl-2-(3-methyl-4-((R)-1-((2R,3R,4R,5R,6R)-3,4,5-tris(benzyloxy)-6-((benzyloxy)methyl)tetrahydro-2H-pyran-2-yl)propyl)phenyl)-1,3,2-dioxaborolane